BrC=1C(=NC=C(C1)CCCOC)OC bromo-2-methoxy-5-(3-methoxypropyl)pyridine